(THIAZOLYL)BENZENESULFONAMIDE Natrium nitrate [N+](=O)([O-])[O-].[Na+].S1C(=NC=C1)C1=C(C=CC=C1)S(=O)(=O)N